CN1C=NC2=C1C=C(C(=C2)C2=NC=C(C=N2)C(=O)NCC2=C(C(=C(C(=C2F)F)S(=O)(=O)C)F)F)C(F)(F)F 2-(1-methyl-6-(trifluoromethyl)-1H-benzo[d]imidazol-5-yl)-N-(2,3,5,6-tetrafluoro-4-(methylsulfonyl)benzyl)pyrimidine-5-carboxamide